FC(C=1C(=C(C=CC1)[C@@H](C)NC1=CC=NC2=CC(=C(C=C12)C=1CCOCC1)OC)F)F (R)-N-(1-(3-(difluoromethyl)-2-fluorophenyl)ethyl)-6-(3,6-dihydro-2H-pyran-4-yl)-7-methoxyquinolin-4-amine